O=C1NC(CCC1N1C(C2=CC=C(C=C2C1=O)NCCCCCCN1N=CC(=C1)C1=NC2=CC=CC=C2N=C1C(C)C)=O)=O (2,6-Dioxopiperidin-3-yl)-5-((6-(4-(3-isopropylquinoxalin-2-yl)-1H-pyrazol-1-yl)hexyl)amino)isoindoline-1,3-dione